4-methoxy-8-(methoxymethoxy)naphthalene-1-carbaldehyde COC1=CC=C(C2=C(C=CC=C12)OCOC)C=O